C(C)(C)(C)C1=CC=C(C=C1)C=1C(=C(C=CC1N)N)C1=CC=C(C=C1)C(C)(C)C bis(4-(tert-butyl)phenyl)benzene-1,4-diamine